C(C)(C)(C)OC(=O)N1[C@@H](C[C@H](C1)NC(=O)C=1OC(=CN1)C1=CC(=CC=C1)C(F)(F)F)COC.C(C(=C)C)(=O)OCCC[SiH](OC)CC1=CC=CC=C1 {3-(methacryloyloxy)propyl}phenylmethylmethoxysilane tert-butyl-(2S,4R)-2-(methoxymethyl)-4-(5-(3-(trifluoromethyl)phenyl)-oxazole-2-carboxamido)pyrrolidine-1-carboxylate